C(=O)(O)C=1C=C(C=C(C1)C(=O)O)S(=O)(=O)[O-].[K+] potassium 3,5-dicarboxybenzenesulfonate